COC1=CC=C2CCCC(C2=C1)N1CCOC2=C(C1=O)C=C(C=C2C=2C(=NN(C2)C)C(F)(F)F)CN2C(=NC=C2)C 4-(7-Methoxy-1,2,3,4-tetrahydronaphthalen-1-yl)-7-((2-methyl-1H-imidazol-1-yl)methyl)-9-(1-methyl-3-(trifluoromethyl)-1H-pyrazol-4-yl)-3,4-dihydrobenzo[f][1,4]oxazepin-5(2H)-one